(5-chloroindan-1-yl)-4-(methylsulfonylmethyl)benzamide ClC=1C=C2CCC(C2=CC1)C1=C(C(=O)N)C=CC(=C1)CS(=O)(=O)C